OCC=1C=C(C=CC1)C1=CN=C(C(N1CC(=O)O)=O)NCCC1=CC=CC=C1 2-(6-(3-(hydroxymethyl)phenyl)-2-oxo-3-(phenethylamino)pyrazin-1(2H)-yl)acetic acid